4-((R)-2,4-dihydroxy-3,3-dimethylbutanamido)butyryl-L-tryptophan Technetium [Tc].O[C@@H](C(=O)NCCCC(=O)N[C@@H](CC1=CNC2=CC=CC=C12)C(=O)O)C(CO)(C)C